ethyl 8-(benzyloxy)-2-methylimidazo[1,2-a]pyridine-6-carboxylate C(C1=CC=CC=C1)OC=1C=2N(C=C(C1)C(=O)OCC)C=C(N2)C